C(C)OC(C[C@@H](C1=CC=C(C=C1)CC1=CC=C(C=C1)C)N)=O (S)-3-amino-3-(4-(4-methylbenzyl)phenyl)propanoic acid ethyl ester